C(C1=CC=CC=C1)(=O)NC1=C2N=CN(C2=NC=N1)[C@@H]1O[C@@H](CN(C1)C(C1=CC=CC=C1)(C1=CC=CC=C1)C1=CC=CC=C1)COC(C(=O)O)CC=O (((2S,6R)-6-(6-Benzamido-9H-purin-9-yl)4-tritylmorpholin-2-yl)methoxy)4-oxobutanoic acid